FC(C(=O)O)(C(OC(C(F)(F)F)(F)F)(F)F)F Perfluoro-3-ethoxypropanoic acid